5-chloro-N-(4-methyl-3-(2-(methylamino)-8,9-dihydroimidazo[1',2':1,6]pyrido[2,3-d]pyrimidin-6-yl)phenyl)nicotinamide ClC=1C=NC=C(C(=O)NC2=CC(=C(C=C2)C)C2=CC3=C(N=C(N=C3)NC)N3C2=NCC3)C1